C1CCC2=NC=3C=CC=CC3CN21 1,2,3,9-tetrahydropyrrolo[2,1-b]quinazoline